6-butyl-3-[3-(5-chloro-3-fluoropyridin-2-yl)pyrrolidine-1-carbonyl]-5-(2,6-dimethoxyphenyl)-4-hydroxy-1,2-dihydropyridin-2-one C(CCC)C1=C(C(=C(C(N1)=O)C(=O)N1CC(CC1)C1=NC=C(C=C1F)Cl)O)C1=C(C=CC=C1OC)OC